2-(5-carboxythiophene-2-carboxamido)benzo[d]thiazole-6-carboxylic acid C(=O)(O)C1=CC=C(S1)C(=O)NC=1SC2=C(N1)C=CC(=C2)C(=O)O